(1S,2S)-2-[(5R)-5H-imidazo[4,3-a]isoindol-5-yl]-7-methanesulfonyl-7-azaspiro[3.5]nonan-1-ol C=1N=CN2C1C1=CC=CC=C1[C@H]2[C@H]2[C@@H](C1(C2)CCN(CC1)S(=O)(=O)C)O